C(C1=CC=CC=C1)(C1=CC=CC=C1)(C1=CC=CC=C1)N1N=CC(=C1)S(=O)(=O)Cl 1-tritylpyrazole-4-sulfonyl chloride